[Pb](Br)I.CN methylamine lead iodide bromide